CC1(CC(=CC(=C1)C)C)C(=O)Cl 1,3,5-trimethylbenzenecarboxylic acid chloride